2-(2-(prop-2-ynyloxy)ethoxy)benzaldehyde C(C#C)OCCOC1=C(C=O)C=CC=C1